C[C@@H]1C(=O)[C@@H]([C@H]([C@@H](O1)OP(=O)([O-])OP(=O)([O-])OC[C@@H]2[C@H]([C@H]([C@@H](O2)N3C=CC(=O)NC3=O)O)O)NC(=O)C)O The molecule is a nucleotide-sugar oxoanion arising from deprotonation of the diphosphate OH groups of UDP-2-acetamido-4-dehydro-2,6-dideoxy-beta-D-glucose; major species at pH 7.3. It is a conjugate base of an UDP-2-acetamido-4-dehydro-2,6-dideoxy-beta-D-glucose.